N-(1-(azetidin-3-yl)-1H-pyrazol-4-yl)-5-(furan-2-yl)isoxazole-3-carboxamide acetate C(C)(=O)O.N1CC(C1)N1N=CC(=C1)NC(=O)C1=NOC(=C1)C=1OC=CC1